N1CCCCC12CN(CCC2)C2=C1C(=NC=C2)N(C=C1C=1C=NN(C1)C)COCC[Si](C)(C)C 2-[[4-(1,8-diazaspiro[5.5]undec-8-yl)-3-(1-methylpyrazol-4-yl)pyrrolo[2,3-b]pyridin-1-yl]methoxy]ethyl-trimethyl-silane